FC=1C=C(CN2C=CC3=CC(=CC=C23)C(C(=O)N)=C)C=C(C1)F (1-(3,5-difluorobenzyl)-1H-indol-5-yl)acrylamide